N-[2-chloro-4-fluoro-3-[1-(1H-imidazol-2-yl)imidazo[1,5-a]pyrazin-6-yl]phenyl]-5-fluoro-2-methoxypyridine-3-sulfonamide ClC1=C(C=CC(=C1C=1N=CC=2N(C1)C=NC2C=2NC=CN2)F)NS(=O)(=O)C=2C(=NC=C(C2)F)OC